ClC1=NC2=C(C(=CN=C2C=C1)[N+](=O)[O-])Cl 2,8-dichloro-7-nitro-1,5-naphthyridine